C(C)(=O)NO ethanhydroxamic acid